ClC1=C(C=C(C=C1)C(C)(C)C=1N=C(SC1)N)F 4-(2-(4-chloro-3-fluorophenyl)propan-2-yl)thiazol-2-amine